1-naphthyl acetate C(C)(=O)OC1=CC=CC2=CC=CC=C12